3-heptyldihydro-furan-2-one C(CCCCCC)C1C(OCC1)=O